(R)-N-(3-(diethylamino)propyl)-2-(4-(pyrrolidin-2-yl)phenyl)benzo[d]imidazo[2,1-b]thiazole-7-carboxamide dihydrochloride Cl.Cl.C(C)N(CCCNC(=O)C1=CC2=C(N3C(S2)=NC(=C3)C3=CC=C(C=C3)[C@@H]3NCCC3)C=C1)CC